C(C)(C)C1=CC=CC=C1 iso-propylbenzene